FC=1C(=C(C=C(C1)F)OC(NCC)=O)[N+](=O)[O-] (3,5-difluoro-2-nitro-phenyl)-N-ethyl-carbamate